methyl 4-((2S,4R)-2-((difluoromethoxy)methyl)-4-hydroxy-pyrrolidin-1-yl)benzoate FC(OC[C@H]1N(C[C@@H](C1)O)C1=CC=C(C(=O)OC)C=C1)F